di(isopropyl-cyclopentadienyl)manganese C(C)(C)C1(C=CC=C1)[Mn]C1(C=CC=C1)C(C)C